N-(3-chloro-4-fluorophenyl)-2-(5-hydroxyoctahydropentalen-2-yl)-5,6,7,8-tetrahydroimidazo[1,2-a]pyridine-3-carboxamide ClC=1C=C(C=CC1F)NC(=O)C1=C(N=C2N1CCCC2)C2CC1CC(CC1C2)O